O=C1C(=NN(C2=CC=CC=C12)C1=CC=C(C=C1)OC(F)(F)F)C(=O)[O-] 4-oxo-1-[4-(trifluoromethoxy)phenyl]cinnoline-3-carboxylate